C1(CC1)COC=1C=C(C(=O)NC2=C(C=NC=C2Cl)Cl)C=CC1OC(F)F 3-(cyclopropylmethoxy)-N-(3,5-dichloro-4-pyridinyl)-4-(difluoromethoxy)benzamide